The molecule is a thiophene substituted at C-2 by benzoyl and at C-4 by an ethyl group. It has a role as an epitope and a photosensitizing agent. It is a member of thiophenes and an aromatic ketone. CCC1=CC=C(S1)C(=O)C2=CC=CC=C2